(3-methyl-1H-indazol-1-yl)pyrimidine-5-carboxylic acid CC1=NN(C2=CC=CC=C12)C1=NC=C(C=N1)C(=O)O